8-(5-cyano-2-methylphenyl)-9-(4-((1-(3-fluoropropyl)azetidin-3-yl)methyl)phenyl)-6,7-dihydro-5H-benzo[7]annulene-3-carboxylic acid C(#N)C=1C=CC(=C(C1)C=1CCCC2=C(C1C1=CC=C(C=C1)CC1CN(C1)CCCF)C=CC(=C2)C(=O)O)C